1,2-bis(3-thienyl)-1,2-ethanedione S1C=C(C=C1)C(C(=O)C1=CSC=C1)=O